chloro-3-(2-hydroxypropan-2-yl)-5',6''-dimethyl-4''-((pyridin-2-yl)methoxy)-2H,2''H-[1,2':4',1''-terpyridin]-2,2''-dione ClC1=C(C(N(C=C1)C1=NC=C(C(=C1)N1C(C=C(C=C1C)OCC1=NC=CC=C1)=O)C)=O)C(C)(C)O